ClC1=C2C=C(NC2=CC=C1)C(=O)N1CC2=C(CC1)ON=C2C(=O)N(C)C2(CC2)COC 5-(4-chloro-1H-indole-2-carbonyl)-N-(1-(methoxymethyl)cyclopropyl)-N-methyl-4,5,6,7-tetrahydroisoxazolo[4,5-c]pyridine-3-carboxamide